CN(CCN(C1=C(C=C(C(=C1)OC)NC1=NC=NC(=C1)N1OCC[C@@H]1C1=CC(=CC=C1)OCC1=CC(=CC=C1)F)NC(C=C)=O)C)C (R)-N-(2-((2-(dimethylamino)-ethyl)(methyl)-amino)-5-((6-(3-(3-((3-fluorobenzyl)oxy)phenyl)-isoxazolidin-2-yl)-pyrimidin-4-yl)-amino)-4-methoxy-phenyl)acrylamide